C(C1=CC=CC=C1)C(C(=O)C1=CC=CC=C1)(CCN1CCOCC1)N(C)C 2-benzyl-2-(dimethylamino)-4-morpholinobutyryl-benzene